tert-butyl 2-(3-(tert-butyl) phenyl)-7-azaspiro[3.5]nonane-7-carboxylate C(C)(C)(C)C=1C=C(C=CC1)C1CC2(C1)CCN(CC2)C(=O)OC(C)(C)C